(R)-2-(1-(methylsulfonyl)-1,2,3,6-tetrahydropyridin-4-yl)-4-(3-(8-oxoimidazo[1,2-a]pyrazin-7(8H)-yl)piperidin-1-yl)-1H-indole-7-carboxamide CS(=O)(=O)N1CCC(=CC1)C=1NC2=C(C=CC(=C2C1)N1C[C@@H](CCC1)N1C(C=2N(C=C1)C=CN2)=O)C(=O)N